C1(CC1)CN1N=CC(=C1)C=1C(=CC(N(C1)C)=O)C1=CC=CC=C1 5-(1-(cyclopropyl-methyl)-1H-pyrazol-4-yl)-1-methyl-4-phenyl-pyridin-2(1H)-one